tert-butyl N-[1-[9-isopropyl-6-[(2-pyrazol-1-ylphenyl)methylamino]purin-2-yl]-4-piperidyl]-N-methyl-carbamate C(C)(C)N1C2=NC(=NC(=C2N=C1)NCC1=C(C=CC=C1)N1N=CC=C1)N1CCC(CC1)N(C(OC(C)(C)C)=O)C